OCC=1C=CC(=NC1)C#N 5-(hydroxymethyl)pyridine-2-carbonitrile